1-heptadecanoyl-2-(6Z,9Z,12Z,15Z-octadecatetraenoyl)-glycero-3-phospho-(1'-sn-glycerol) CCCCCCCCCCCCCCCCC(=O)OC[C@H](COP(=O)(O)OC[C@H](CO)O)OC(=O)CCCC/C=C\C/C=C\C/C=C\C/C=C\CC